N-(3-(3-(1H-imidazol-2-yl)-1H-indazol-6-yl)-2,4-difluorophenyl)-5-chloro-2-methylbenzenesulfonamide N1C(=NC=C1)C1=NNC2=CC(=CC=C12)C=1C(=C(C=CC1F)NS(=O)(=O)C1=C(C=CC(=C1)Cl)C)F